COC1=CC=C(C=C1)CN(S(=O)(=O)C1=C(C=C(C=C1)CN1C(=C(C=C1C1=CC(=C(C=C1)F)F)C=1SC(=C(N1)C(=O)OCC)C)CC1CC1)F)CC1=CC=C(C=C1)OC ethyl 2-[1-[[4-[bis[(4-methoxyphenyl) methyl] sulfamoyl]-3-fluoro-phenyl] methyl]-2-(cyclopropylmethyl)-5-(3,4-difluorophenyl) pyrrol-3-yl]-5-methyl-thiazole-4-carboxylate